N-cyclopropyl-3,5-difluoro-2-nitroaniline C1(CC1)NC1=C(C(=CC(=C1)F)F)[N+](=O)[O-]